C(C)(C)N1CCC(CC1)N1CC=2C(C=CC3=C4C(=NN(C24)C)C=NN3)=N1 9-(1-isopropylpiperidin-4-yl)-1-methyl-1,5,9,10-tetrahydro-1,2,4,5,8,9-hexaazabenzo[cd]cyclopenta[h]azulene